F[C@@H]1CN(CC[C@H]1NC=1C=2C=C(N(C2C=CC1)CC(F)(F)F)C#CCNC1=C(C=C(C=C1)S(=O)(=O)C)OC)C |r| (rac)-N-((3R,4R)-3-fluoro-1-methylpiperidin-4-yl)-2-(3-((2-methoxy-4-(methylsulfonyl)phenyl)amino)prop-1-yn-1-yl)-1-(2,2,2-trifluoroethyl)-1H-indol-4-amine